ethyl 3-morpholino-1-(pyridin-3-yl)-1H-pyrazole-4-carboxylate O1CCN(CC1)C1=NN(C=C1C(=O)OCC)C=1C=NC=CC1